ClC=1C(=C2CCN(CC2=C(N1)N(C(=O)OCC=C)CC#N)C(=O)OCC=C)C#N prop-2-en-1-yl 6-chloro-5-cyano-8-[(cyanomethyl)[(prop-2-en-1-yloxy)carbonyl]amino]-1,2,3,4-tetrahydro-2,7-naphthyridine-2-carboxylate